1-methyl-2-(pyrrolidin-3-yl)-1H-imidazole CN1C(=NC=C1)C1CNCC1